COC=1C=C(C=CC1OC)C1=NC2=C(N1C1CC(C1)C(NC)=O)C=C(C=C2)C(=O)NCCCN(C)C 2-(3,4-dimethoxyphenyl)-N-(3-(dimethylamino)propyl)-1-(3-(methylcarbamoyl)cyclobutyl)-1H-benzo[d]imidazole-6-carboxamide